C(C1=CC=CC=C1)OC(=O)NC(C(C(=O)OC)O)C(C)C methyl 3-(((benzyloxy) carbonyl) amino)-2-hydroxy-4-methylpentanoate